O=S1(C[C@@H](CC1)[C@@H](C=1C=C(C=CC1)N1C(C2=CC(=CC(=C2C1)C(F)(F)F)CNC1(CCC1)C)=O)C1=NN=CN1C)=O 2-(3-((S)-((S)-1,1-dioxidotetrahydrothiophen-3-yl)(4-methyl-4H-1,2,4-triazol-3-yl)methyl)phenyl)-6-(((1-methylcyclobutyl)amino)methyl)-4-(trifluoromethyl)isoindolin-1-one